N1=C(C=CC=2CCCNC12)CCCCOCC=O 2-(4-(5,6,7,8-tetrahydro-1,8-naphthyridin-2-yl)butoxy)acetaldehyde